2-(benzylthio)-5-((tert-butoxycarbonyl)((tetrahydro-2H-pyran-4-yl)methyl)amino)-4-nitropyridine 1-oxide C(C1=CC=CC=C1)SC1=[N+](C=C(C(=C1)[N+](=O)[O-])N(CC1CCOCC1)C(=O)OC(C)(C)C)[O-]